FC=1C=C2[C@@H](N3C(C2=CC1)=CN=C3)[C@H]3COCC[C@@H]3O (3S,4S)-3-((S)-7-Fluoro-5H-imidazo[5,1-a]isoindol-5-yl)tetrahydro-2H-pyran-4-ol